methyl 6-(4-cyanophenyl)-1H-indole-2-carboxylate C(#N)C1=CC=C(C=C1)C1=CC=C2C=C(NC2=C1)C(=O)OC